2-cyclopropyl-6-(trifluoromethyl)pyridine-4-carboxamide C1(CC1)C1=NC(=CC(=C1)C(=O)N)C(F)(F)F